OC(CC1(CC1)S(=O)(=O)N)CO (2,3-dihydroxypropyl)cyclopropane-1-sulfonamide